5-((1R,5S)-bicyclo[3.2.1]octan-3-yl)-7-(2-(hexahydropentalen-3a(1H)-yl)ethyl)-1-methyl-2-(5-methyl-1H-inden-4-yl)naphthalene [C@@H]12CC(C[C@@H](CC1)C2)C2=C1C=CC(=C(C1=CC(=C2)CCC21CCCC1CCC2)C)C2=C1C=CCC1=CC=C2C